(1-benzyl-1H-1,3-benzodiazol-2-yl)methylammonium chloride [Cl-].C(C1=CC=CC=C1)N1C(=NC2=C1C=CC=C2)C[NH3+]